Cl.C12C(C3CC(CC(C1)C3)C2)(C2=CC=C(C=C2)OCCCCCCCN)C2=CC=C(C=C2)OCCCCCCCN 7,7'-((((1r,3r)-adamantane-2,2-diyl)bis(4,1-phenylene))-bis(oxy))bis(heptan-1-amine) hydrochloride